C(C)(=O)O.CC1=C(C=CC=C1)P(C1=CC=CC=C1)C1=CC=CC=C1 methyl-triphenylphosphine acetate